FC=1C=C(C=CC1)CC(=O)NCC1=CC(=NC=C1)O[C@@H](C(F)(F)F)C (R)-2-(3-Fluorophenyl)-N-((2-((1,1,1-trifluoropropan-2-yl)oxy)pyridin-4-yl)methyl)acetamide